7-amino-1H-indazole-3-carbonitrile NC=1C=CC=C2C(=NNC12)C#N